(4-((2-amino-3-chloropyridin-4-yl)oxy)-3-fluorophenyl)-5-ethyl-1-(3-fluoropyridin-2-yl)-1H-pyrazole-4-carboxamide NC1=NC=CC(=C1Cl)OC1=C(C=C(C=C1)C1=NN(C(=C1C(=O)N)CC)C1=NC=CC=C1F)F